C(#N)C=1C=CC(=C2C=CC=NC12)N1C[C@@H](O[C@@H](C1)C)CN1CCN(CC1)C1=NC(=NC(=C1)C)N1C[C@H]([C@@H](C1)OC)NC(OC(C)(C)C)=O tert-butyl (trans-1-(4-(4-(((2S,6R)-4-(8-cyanoquinolin-5-yl)-6-methylmorpholin-2-yl)methyl)piperazin-1-yl)-6-methylpyrimidin-2-yl)-4-methoxypyrrolidin-3-yl)carbamate